F[C@H]1CC2=CC=3CCCC3C(=C2C1)NC(=O)N=S(=O)(N)C=1C=NN2C1OCC(C2)C N'-(((S)-2-fluoro-1,2,3,5,6,7-hexahydro-s-indacen-4-yl)carbamoyl)-6-methyl-6,7-dihydro-5H-pyrazolo[5,1-b][1,3]oxazine-3-sulfonimidamide